C(C)(C)(C)OC(=O)C1CCCC(NCCOCCOCCC(N(C(C1C(=O)O)C)C)=O)=O 2,3-dimethyl-4,14-dioxo-7,10-dioxa-3,13-diazacyclooctadecane-1,18-dioic acid (2S,15S)-18-tert-butyl ester